(6-(3-methyl-2-oxoimidazolin-1-yl)-2-azabicyclo[2.2.1]heptan-2-yl)-5-((4-(piperidin-4-yl)phenyl)amino)-1,2,4-triazine-6-carboxamide CN1C(N(CC1)C1CC2CN(C1C2)C=2N=NC(=C(N2)NC2=CC=C(C=C2)C2CCNCC2)C(=O)N)=O